N'-((7-hexyl-7H-dibenzo[c,g]carbazole-5,9-diyl)bis(thiophene-5,2-diyl))bis(N-(dibenzo[b,d]thiophen-2-yl)dibenzo[b,d]thiophen-2-amine) C(CCCCC)N1C=2C=C(C3=C(C2C=2C4=C(C(=CC12)C1=CC=C(S1)C1=C(C=CC=2SC5=C(C21)C=CC=C5)NC5=CC2=C(SC1=C2C=CC=C1)C=C5)C=CC=C4)C=CC=C3)C3=CC=C(S3)C3=C(C=CC=4SC5=C(C43)C=CC=C5)NC5=CC4=C(SC3=C4C=CC=C3)C=C5